C(C)OC(=O)C1=CC2=C(S1)C(=CC(=C2)OC(C)C)Br 7-Bromo-5-isopropoxybenzo[b]thiophene-2-carboxylic acid ethyl ester